4-(6-(3,4-dimethoxyphenyl)pyridin-2-yl)-1,2-oxaborol-2-ol COC=1C=C(C=CC1OC)C1=CC=CC(=N1)C=1CB(OC1)O